C(C=C)(=O)NC1=CC(=C(C(=O)NC=2C3=C(NN2)C(N(C3)C(=O)N[C@H](CN(C)C)C3=CC=CC=C3)(C)C)C=C1)OC (S)-3-(4-acrylamido-2-methoxybenzamido)-N-(2-(dimethylamino)-1-phenylethyl)-6,6-dimethyl-4,6-dihydropyrrolo[3,4-c]pyrazole-5(1H)-carboxamide